7-(tert-butoxycarbonylamino)heptanoic acid C(C)(C)(C)OC(=O)NCCCCCCC(=O)O